O=C1NCCN(C1)C(=O)N 5-oxopiperazine-1-carboxamide